Cl.N[C@@H]([C@](C(F)(F)F)(O)C)C (2R,3R)-3-amino-1,1,1-trifluoro-2-methylbutan-2-ol hydrochloride